(R)-4-(3-hydroxybenzyl)-1,3-dimethyl-8-(pyridin-4-yl)-3,4-dihydro-1H-benzo[e][1,4]diazepine OC=1C=C(CN2[C@@H](CN(C3=C(C2)C=CC(=C3)C3=CC=NC=C3)C)C)C=CC1